zirconium bisulfide [SH-].[Zr+4].[SH-].[SH-].[SH-]